(E)-N'-(3-methylphenyl)urea CC=1C=C(C=CC1)NC(N)=O